OC(CN(CCNC(CCCCCCCCCCCCCCC(C)C)=O)CCO)CO N-[2-[(2,3-dihydroxypropyl)(2-hydroxyethyl)amino]ethyl]isostearamide